(2s,3s,4r,5r)-5-(2-(5-chloropyridin-3-yl)-6-((6-methoxypyridin-2-yl)methylamino)-9H-purin-9-yl)-3,4-dihydroxy-N-(methyl-d3)-tetrahydrofuran-2-carboxamide ClC=1C=C(C=NC1)C1=NC(=C2N=CN(C2=N1)[C@H]1[C@@H]([C@@H]([C@H](O1)C(=O)NC([2H])([2H])[2H])O)O)NCC1=NC(=CC=C1)OC